C(#N)CN1N=C(C(=C1)C1=CN=C2N1C=CN=C2NC2=CC(=C(C(=O)N[C@@H](CNC(=O)[C@H]1NC[C@@H](C1)O)C)C(=C2)C)F)C(F)(F)F (2S,4R)-N-((R)-2-(4-((3-(1-(cyanomethyl)-3-(trifluoromethyl)-1H-pyrazol-4-yl)imidazo[1,2-a]pyrazin-8-yl)amino)-2-fluoro-6-methylbenzamido)propyl)-4-hydroxypyrrolidine-2-carboxamide